ClC1=NC(=CC(=C1C(=O)Cl)C)C 2-chloro-4,6-dimethyl-3-pyridineformyl chloride